6-(pyridazin-4-yl)pyrazine-2-yl chloride N1=NC=C(C=C1)C1=CN=CC(=N1)Cl